2-(4-((1-(4-Chlorophenyl)-3-methyl-5-oxo-1,5-dihydro-4H-1,2,4-triazol-4-yl)methyl)-2,6-dimethylphenoxy)-2-methylpropanoic acid ClC1=CC=C(C=C1)N1N=C(N(C1=O)CC1=CC(=C(OC(C(=O)O)(C)C)C(=C1)C)C)C